O1C2C(CC1)CCC2NC(=O)C2=CN=C1N2N=C(C=C1NC)NC=1C(N(C=CC1)C1=NC=CC=C1)=O N-(hexahydro-2H-cyclopenta[b]furan-6-yl)-8-(methylamino)-6-((2-oxo-2H-[1,2'-bipyridin]-3-yl)amino)imidazo[1,2-b]pyridazine-3-carboxamide